Chloropivalic chloride ClCC(C(=O)Cl)(C)C